Cl.ClC1=CC2=C(C=N1)C(=NN2)N2CC(CC2C)N 1-(6-chloro-1H-pyrazolo[4,3-C]pyridin-3-yl)-5-methylpyrrolidin-3-amine hydrochloride